C(C)(=O)N1CCC(CC1)N1N=CC(=C1C(=O)NC1=NC=C(C=C1C)C1=CC=C(C=C1)C(F)(F)F)Cl 1-(1-acetylpiperidin-4-yl)-4-chloro-N-(3-methyl-5-(4-(trifluoromethyl)phenyl)pyridin-2-yl)-1H-pyrazole-5-carboxamide